CC(C)(CCC(C)(N)C)N 2,5-dimethylhexane-2,5-diamine